CC=1SC(=C(N1)[C@@H](C1(CCC1)C)NC1=C(C(C1=O)=O)NC1=C(C(=NC=C1)C(=O)N(C)C)O)C (R)-4-((2-(((2,5-Dimethylthiazol-4-yl)(1-methylcyclobutyl)-methyl)amino)-3,4-dioxocyclobut-1-en-1-yl)amino)-3-hydroxy-N,N-dimethylpicolinamide